Pyrido(2,3-d)pyrimidin-7(8H)-one N1=CN=CC2=C1NC(C=C2)=O